2-(1-(1-(cis-4-isopropylcyclohexyl) piperidin-4-yl)-3-(methylsulfonamido-methyl)-1H-indol-2-yl)ethyl carbamate C(N)(OCCC=1N(C2=CC=CC=C2C1CNS(=O)(=O)C)C1CCN(CC1)[C@@H]1CC[C@@H](CC1)C(C)C)=O